C(CCCCCCCCCCCCCCCCCCC)SCCNC(CCNC([C@@H](C(COP(OP(OC[C@@H]1[C@H]([C@H]([C@@H](O1)N1C=NC=2C(N)=NC=NC12)O)OP(=O)(O)O)(=O)O)(=O)O)(C)C)O)=O)=O eicosanyl-CoA